tert-butyl N-[(1S)-1-(dicyclopropylmethyl)-2-[[6-[5-ethyl-3-methyl-1-(2-trimethylsilylethoxymethyl)pyrazol-4-yl]-3-pyridyl]amino]-2-oxo-ethyl]carbamate C1(CC1)C([C@@H](C(=O)NC=1C=NC(=CC1)C=1C(=NN(C1CC)COCC[Si](C)(C)C)C)NC(OC(C)(C)C)=O)C1CC1